CN(C(/C=C/CC[C@@H](C(=O)NC=1C(N(C=CC1)CC1=NC2=C(N1)C=C(C=C2CC(C)(C)C)F)=O)NC(OCCOC)=O)=O)C 2-methoxyethyl (S,E)-(7-(dimethylamino)-1-((1-((6-fluoro-4-neopentyl-1H-benzo[d]imidazol-2-yl)methyl)-2-oxo-1,2-dihydropyridin-3-yl)amino)-1,7-dioxohept-5-en-2-yl)carbamate